C(#N)N1CC(C1)NC(C(=O)NCC1=C(C=CC=C1)C(NC1(CC1)C1=CC=CC2=CC=CC=C12)=O)=O N1-(1-cyanoazetidin-3-yl)-N2-(2-((1-(naphthalen-1-yl)cyclopropyl)carbamoyl)benzyl)oxalamide